tert-butyl (1R,3S)-3-((5-fluoro-4-(3-(2-oxo-5-(trifluoromethyl)pyridin-1(2H)-yl)phenyl)pyrimidin-2-yl)amino)cyclohexane-1-carboxylate FC=1C(=NC(=NC1)N[C@@H]1C[C@@H](CCC1)C(=O)OC(C)(C)C)C1=CC(=CC=C1)N1C(C=CC(=C1)C(F)(F)F)=O